C(C)(C)(C)OC(=O)N1[C@H]2CC(C[C@@H]1CC2)N.C(CCC)OCCCOC=2C1=CC=CC=C1C(=C1C=CC=CC21)OCCCOCCCC 9,10-bis(3-butoxypropoxy)anthracene tert-butyl-(1r,3r,5s)-3-amino-8-azabicyclo[3.2.1]octane-8-carboxylate